C(OC1=CC=C(C=C1)OC#N)(OC1=CC=C(C=C1)OC#N)=O bis-(4-cyanatophenyl) carbonate